FOF Difluoroether